4-{[6-(bis{2-[(α-D-mannopyranosyl)oxy]ethyl}amino)-6-oxohexyl]amino}-4-oxobutanoic acid [C@H]1([C@@H](O)[C@@H](O)[C@H](O)[C@H](O1)CO)OCCN(C(CCCCCNC(CCC(=O)O)=O)=O)CCO[C@@H]1[C@@H](O)[C@@H](O)[C@H](O)[C@H](O1)CO